[N+](=O)([O-])C1=CC=C(OP(=O)(OC2=CC=CC=C2)N[C@@H](C)C(=O)O[C@H](C(=O)N)C)C=C1 (S)-1-amino-1-oxopropan-2-yl ((4-nitrophenoxy)(phenoxy)phosphoryl)-L-alaninate